FC1=C(OC2C[C@@H]3[C@@H](CN(C3)CC(=O)C3=NC=C(C=C3)O)C2)C=C(C=C1)OC 2-((3aR,5s,6aS)-5-(2-fluoro-5-methoxyphenoxy)hexahydrocyclopenta[c]pyrrol-2(1H)-yl)-1-(5-hydroxypyridin-2-yl)ethanone